5-iodo-2-methylbenzoyl chloride IC=1C=CC(=C(C(=O)Cl)C1)C